1,7-dichloro-4-oxaheptane ClCCCOCCCCl